[I-].C(C)[NH3+].[Pb+2].[I-].[I-] lead (II) ethylammonium iodide